isopropyl ((((R,S)-(2R,3R,4R,5R)-5-(2-amino-6-(N-methyl-cyclobutylamino)-9H-purin-9-yl)-4-fluoro-3-hydroxy-4-methyltetrahydrofuran-2-yl)methoxy)-phenoxy-phosphoryl)-L-alaninate NC1=NC(=C2N=CN(C2=N1)[C@H]1[C@]([C@@H]([C@H](O1)COP(=O)(OC1=CC=CC=C1)N[C@@H](C)C(=O)OC(C)C)O)(C)F)N(C)C1CCC1